di(2,6-xylyl)phosphate C1(=C(C=CC=C1C)C)OP(=O)(OC1=C(C=CC=C1C)C)[O-]